NC=1C=C(C=C(C1)C(F)(F)F)[C@@H](C)NC(=O)C1=NN(C(C=C1)=O)C=1C=NC=C(C1)C=1N(N=NC1)C N-[(1R)-1-[3-amino-5-(trifluoromethyl)phenyl]ethyl]-1-[5-(3-methyltriazol-4-yl)-3-Pyridyl]-6-oxo-pyridazine-3-carboxamide